N-(4-((5-bromo-2-chloropyrimidin-4-yl)amino)-3-fluorophenyl)-N-(4-fluorophenyl)cyclopropane-1,1-dicarboxamide BrC=1C(=NC(=NC1)Cl)NC1=C(C=C(C=C1)N(C(=O)C1(CC1)C(=O)N)C1=CC=C(C=C1)F)F